C(C[C@H]1CC[C@H]2[C@@H]3CC[C@@H]4C[C@@H](CC[C@]4(C)[C@H]3[C@H](C[C@]12C)O)O)O 5β-pregnane-3α,11β,21-triol